[N+](=O)([O-])C=1C=C2C(=CN(C2=CC1)CC1=NC=CN=C1)C#N 5-nitro-1-(pyrazin-2-ylmethyl)indole-3-carbonitrile